ClC=1C=C(C=C(C1)S(=O)(=O)C)NC(=O)C1=CN(C(=C1)C1=NC=C(C=C1OC)N1CC(C1)(F)F)C N-(3-chloro-5-(methylsulfonyl)phenyl)-5-(5-(3,3-difluoroazetidin-1-yl)-3-methoxypyridin-2-yl)-1-methyl-1H-pyrrole-3-carboxamide